C(C1=CC=CC=C1)(=O)C1=C(C=CC(=C1)OC1=CC=C(C=C1)N)C1=C(C=C(C=C1)OC1=CC=C(C=C1)N)C(C1=CC=CC=C1)=O 2,2'-dibenzoyl-4,4'-bis(4-aminophenoxy)biphenyl